F[SiH2]N1CCCC2CC=CC=C12 N-(fluorosilyl)-tetrahydroquinoline